BrC=1C(=C(SC1Br)C(=O)O)F 4,5-Dibromo-3-fluorothiophene-2-carboxylic acid